tert-butyl ((1r,4r)-4-(((4-(2,6-dimethylmorpholino)-2-fluorophenyl)amino)methyl)cyclohexyl)carbamate CC1OC(CN(C1)C1=CC(=C(C=C1)NCC1CCC(CC1)NC(OC(C)(C)C)=O)F)C